(Z)-7-hexadecaldehyde CCCCCCC(CCCCCCCCC)=O